ISOPROPYLMALAT C(C)(C)OC(C(O)CC(=O)[O-])=O